ClC1=CC=C2C(=N1)N(N=C2)CC2C(C2)(F)F 6-chloro-1-((2,2-difluorocyclopropyl)methyl)-1H-pyrazolo[3,4-b]pyridine